5-(2-((1,4-dioxepan-6-yl)amino)-2-oxoacetyl)-N-(4-fluoro-3-methylphenyl)-1,2,4-trimethyl-1H-pyrrole-3-carboxamide O1CCOCC(C1)NC(C(=O)C1=C(C(=C(N1C)C)C(=O)NC1=CC(=C(C=C1)F)C)C)=O